COC(=O)C1=C2C(=NN1CC)N(C(=C2C(N)=O)N)C2=C(C(=CC=C2C)O)C (S)-5-amino-4-carbamoyl-2-ethyl-6-(3-hydroxy-2,6-dimethylphenyl)-2,6-dihydropyrrolo[2,3-c]pyrazole-3-carboxylic acid methyl ester